CN1C(=CC=2C=NC(=CC21)NC(=O)C2CC2)C2=NC(=NC=C2)C N-(1-methyl-2-(2-methylpyrimidin-4-yl)-1H-pyrrolo[3,2-c]pyridin-6-yl)cyclopropanecarboxamide